4-butanediyl bis(3-mercaptopropionate) SCCC(=O)OCCCCOC(CCS)=O